2,3,4,4a,9,9a-hexahydroindeno[2,1-b][1,4]oxazine O1C2C(NCC1)C=1C=CC=CC1C2